[Ti].ClC=1C=C2C=CN(C2=CC1C(=O)N1COC2=C(C1)C=CC=C2C2=CC(=C(C=C2F)C(=O)C(O)C2=CC=CC=C2)N2CCOCC2)C 4-[3-(5-chloro-1-methylindole-6-carbonyl)-2,4-dihydro-1,3-benzoxazin-8-yl]-5-fluoro-2-morpholin-4-yl-benzoin titanium